m-bis(4-pyridyl)benzene N1=CC=C(C=C1)C1=CC(=CC=C1)C1=CC=NC=C1